1-(1-cyclobutyl-4-iodo-pyrazol-3-yl)-2-methyl-propan-1-one C1(CCC1)N1N=C(C(=C1)I)C(C(C)C)=O